ClC1=C(C=C(OCC(CNN2CCC(CC2)NC(OC(C)(C)C)=O)O)C=C1)F tert-butyl (1-((3-(4-chloro-3-fluorophenoxy)-2-hydroxypropyl)amino)piperidin-4-yl)carbamate